N-(1-(1-(1-acetylpiperidin-4-yl)azetidin-3-yl)-3-(difluoromethyl)-1H-pyrazol-4-yl)-6-(1-(2-cyanopropan-2-yl)-1H-pyrazol-4-yl)-2-picolinamide C(C)(=O)N1CCC(CC1)N1CC(C1)N1N=C(C(=C1)NC(C1=NC(=CC=C1)C=1C=NN(C1)C(C)(C)C#N)=O)C(F)F